C1(=CC=CC=C1)N1C(=NN=C1)OC1(N(CCCC1)CCC1=CC=C(C(=O)N)C(=C1)F)C 4-{[(4-phenyl-4H-1,2,4-triazol-3-yl)oxy[methyl]piperidin-1-yl]ethyl}-6-fluorobenzamide